OCC1OC=CC2=C(C=C(C=C12)C)OC hydroxymethyl-5-methoxy-7-methyl-1H-isochromene